CC1CC(C1)(C1=NN=CN1C)C=1C=C(C=CC1)NC(=O)C=1C=2N(C=C(C1)CN(C(OC(C)(C)C)=O)C1(CC1)C)N=CN2 tert-butyl ((8-((3-((1s,3s)-3-methyl-1-(4-methyl-4H-1,2,4-triazol-3-yl)cyclobutyl) phenyl)carbamoyl)-[1,2,4]triazolo[1,5-a]pyridin-6-yl)methyl)(1-methylcyclopropyl)carbamate